[Si](C)(C)(C(C)(C)C)N1C(C[C@H]1C(=O)O)=O (4S)-N-(tert-Butyldimethylsilanyl)azetidin-2-one-4-carboxylic acid